C[Si](CCOCN1N=C(C=C1C(=O)OC)C(=O)OC)(C)C dimethyl 1-((2-(trimethylsilyl) ethoxy) methyl)-1H-pyrazole-3,5-dicarboxylate